2-(2-pyridylthio)ethylamine hydrochloride Cl.N1=C(C=CC=C1)SCCN